C(C)N(C(CCCCCCCCCCCCCCCCC)=O)CC N,N-diethylstearamide